3-((5-chloro-2-methoxyphenyl)sulfonamido)-N-(2-fluoroethyl)-7,8-dihydro-1,6-naphthyridine-6(5H)-carboxamide ClC=1C=CC(=C(C1)S(=O)(=O)NC=1C=NC=2CCN(CC2C1)C(=O)NCCF)OC